C(C)OC(=O)C=1C=NN(C1\C=C\1/N=C(OC1=O)C)C.CC(CC(=O)C1=C(C=CC=C1)C#CC1=CC=C(C=C1)C)=C 3-methyl-1-(2-(p-tolylethynyl)phenyl)but-3-en-1-one ethyl-1-methyl-5-[(Z)-(2-methyl-5-oxo-oxazol-4-ylidene)methyl]pyrazole-4-carboxylate